(1R,3S)-3-{5-[5-(2-formyl-3-hydroxyphenyl)-1-methylpyrazole-3-amido]-2H-pyrazol-3-yl}cyclopentyl N-isopropylcarbamate C(C)(C)NC(O[C@H]1C[C@H](CC1)C=1NN=C(C1)NC(=O)C1=NN(C(=C1)C1=C(C(=CC=C1)O)C=O)C)=O